FC(C(=O)O)(F)F.FC(C(=O)O)(F)F.CN([C@H](C(=O)NC=1C=CC(=C(C(=O)N[C@H](C)C2=CC=CC3=CC=CC=C23)C1)C)CN(C)C)C 5-((S)-2,3-bis(dimethylamino)propanamido)-2-methyl-N-((R)-1-(naphthalen-1-yl)ethyl)benzamide bis(2,2,2-trifluoroacetate)